(2-chloro-4-fluoro-phenyl)-[8-[5-[[4-(4-fluorophenyl)-1-piperidyl]sulfonyl]-2-(methoxymethoxy)phenyl]-3,8-diazabicyclo[3.2.1]octan-3-yl]methanone ClC1=C(C=CC(=C1)F)C(=O)N1CC2CCC(C1)N2C2=C(C=CC(=C2)S(=O)(=O)N2CCC(CC2)C2=CC=C(C=C2)F)OCOC